2-(4-methanesulfonyl-2-nitrobenzoyl)-1,3-cyclohexanedione CS(=O)(=O)C1=CC(=C(C(=O)C2C(CCCC2=O)=O)C=C1)[N+](=O)[O-]